NC=1C=C(C=2N3C(COC[C@H]3CCCCCC(C3=NN=C(C1N2)O3)(C(F)(F)F)O)=O)C(F)(F)F (12R)-21-Amino-6-hydroxy-6,19-bis(trifluoromethyl)-14,23-dioxa-3,4,17,22-tetraazatetracyclo[16.3.1.12,5.012,17]tricosa-1(21),2,4,18(22),19-pentaen-16-one